1,2-bis-erucyl-sn-glycero-3-phosphoethanolamine C(CCCCCCCCCCC\C=C/CCCCCCCC)OC[C@@H](OCCCCCCCCCCCC\C=C/CCCCCCCC)COP(=O)(O)OCCN